4-Isobutylpiperidine C(C(C)C)C1CCNCC1